CS(=O)(=O)OC(C)C=1C=NC(=CC1)Cl 1-(6-chloropyridin-3-yl)ethyl methanesulfonate